(S)-4-amino-5-hydroxyvaleric acid N[C@@H](CCC(=O)O)CO